Uridine 5'-methylpropionate CC(C(=O)OC[C@@H]1[C@H]([C@H]([C@@H](O1)N1C(=O)NC(=O)C=C1)O)O)C